NC1=C(C=C(C(=C1)N)C)F 2,4-diamino-1-fluoro-5-methylbenzene